(5S,8S)-8-((tert-butyldimethylsilyl)oxy)-1-chloro-7,8-dihydro-6H-spiro[isoquinoline-5,4'-oxazolidine] [Si](C)(C)(C(C)(C)C)O[C@H]1CC[C@]2(NCOC2)C=2C=CN=C(C12)Cl